2-Amino-1-[2-{(2E)-2-[(3-methylphenyl)methylidene]hydrazinyl}-4-(morpholin-4-yl)-5,7-dihydro-6H-pyrrolo[3,4-d]pyrimidin-6-yl]-2-(oxetan-3-yl)ethan-1-one NC(C(=O)N1CC=2N=C(N=C(C2C1)N1CCOCC1)N/N=C/C1=CC(=CC=C1)C)C1COC1